7-(aminomethyl)-6-fluoro-1-methyl-1,3-dihydro-2H-pyrrolo[3,2-b]Pyridin NCC1=C2C(=NC=C1F)CCN2C